mono-stearyl alcohol phosphate P(=O)(O)(O)OCCCCCCCCCCCCCCCCCC